1-(9H-fluoren-9-yl)-3,19-dioxo-2,8,11,14-tetraoxa-4,18-diaza-docosane-22-ic acid C1=CC=CC=2C3=CC=CC=C3C(C12)COC(NCCCOCCOCCOCCCNC(CCC(=O)O)=O)=O